(R)- or (S)-N-((4-(benzo[d]thiazol-5-yl)-4,5,6,7-tetrahydropyrazolo[1,5-a]pyrimidin-6-yl)methyl)acrylamide S1C=NC2=C1C=CC(=C2)N2C=1N(C[C@@H](C2)CNC(C=C)=O)N=CC1 |o1:13|